(e)-11-tetradecenoic acid C(CCCCCCCCC\C=C\CC)(=O)O